N(=[N+]=[N-])[C@@H]1[C@H]([C@@H]2O[C@@H](OC[C@H]2O[C@@H]1OCC1=CC=CC=C1)C1=CC=CC=C1)O (2R,4aR,6S,7R,8R,8aS)-7-azido-6-(benzyloxy)-2-phenylhexahydropyrano[3,2-d][1,3]dioxin-8-ol